2,4-di-tert-butyl-6-{(E)-[(1-hydroxy-3,3-dimethylbutane-2-yl)imino]methyl}phenol C(C)(C)(C)C1=C(C(=CC(=C1)C(C)(C)C)/C=N/C(CO)C(C)(C)C)O